C1(CC1)N1N=CC(=C1)C=1C=C(C=CC1)N(C(=O)[C@@H]1CC[C@H](CC1)CC(=O)OCC)C[C@@H]1CC[C@H](CC1)C1=NC(=C(C=C1)OC)C Ethyl 2-(trans-4-((3-(1-cyclopropyl-1H-pyrazol-4-yl)phenyl)((trans-4-(5-methoxy-6-methylpyridin-2-yl)cyclohexyl)methyl)carbamoyl)cyclohexyl)acetate